FC(C1=NOC(=N1)N1C2CC(CC1CC2)N2CCC1(CNC(O1)=O)CC2)(F)F 8-(8-(3-(trifluoromethyl)-1,2,4-oxadiazol-5-yl)-8-azabicyclo[3.2.1]oct-3-yl)-1-oxa-3,8-diazaspiro[4.5]decan-2-one